O1C(=CC=C1)C(C)C=1OC=CC1 1,1-bis(2-furyl)ethane